COC1=NC=CC(=C1)C=1N=C2C(=NC1)NC=CC2=O 2-(2-methoxypyridin-4-yl)-8-oxo-5H,8H-pyrido[2,3-b]pyrazin